N-(3-bromo-6-chlorodibenzo[b,d]furan-4-yl)pivalamide tert-butyl-4-(4-amino-5-ethoxy-2-methyl-phenyl)piperidine-1-carboxylate C(C)(C)(C)OC(=O)N1CCC(CC1)C1=C(C=C(C(=C1)OCC)N)C.BrC=1C=CC2=C(OC3=C2C=CC=C3Cl)C1NC(C(C)(C)C)=O